2-(4-amino-1,5-dimethyl-1H-pyrazol-3-yl)acetamide NC=1C(=NN(C1C)C)CC(=O)N